4-chloro-1-methyl-3-nitro-pyridin-2-one ClC1=C(C(N(C=C1)C)=O)[N+](=O)[O-]